OCC1(CC1)COC=1N=C2C=3C(=NC=CC3N1)OCCC1N2CC2CCC1N2C(=O)[O-] 13-((1-(hydroxymethyl) cyclopropyl) methoxy)-5,6,6a,7,8,9,10,11-octahydro-4-oxa-3,11a,12,14,15-pentaaza-7,10-methanocyclohepta[4,5]cycloocta[1,2,3-de]naphthalene-15-carboxylate